OCCN(C(=O)N)C 1-(2-hydroxyethyl)-1-methylurea